CC=1C(=NC2=CN=CC=C2C1NC(C)C)C1=CC=NC=C1 methyl-N-(propan-2-yl)-2-(pyridin-4-yl)-1,7-naphthyridin-4-amine